piperidin-4-yl 4-(3-{4-chloro-3-cyclopropyl-1H-pyrrolo[2,3-b]pyridin-3-yl}phenyl)-3-oxopiperazine-1-carboxylate ClC1=C2C(=NC=C1)NCC2(C2CC2)C=2C=C(C=CC2)N2C(CN(CC2)C(=O)OC2CCNCC2)=O